NC1=NNC2=CC=C(C=C12)C1=CC(=NC=C1)NC(=O)NCC=1C=NC=CC1 1-(4-(3-Amino-1H-indazol-5-yl)pyridin-2-yl)-3-(pyridin-3-ylmethyl)urea